Methylfolate calcium [Ca].COC(CC[C@@H](C(=O)O)NC(=O)C1=CC=C(NCC2=CN=C3N=C(N)NC(=O)C3=N2)C=C1)=O